N-tert-butyl-3-iodo-5-(2-prop-2-yl-pyrazol-3-yl)-benzamide C(C)(C)(C)NC(C1=CC(=CC(=C1)C=1N(N=CC1)C(C)C)I)=O